FC(C1=CC=CC=2N1N=C(C2)[C@H]2N(CCC1=C2N=CN1)C(=O)C=1OC(=NN1)C1=NN(C(=C1)C)C)F (S)-(4-(7-(difluoromethyl)pyrazolo[1,5-a]pyridin-2-yl)-6,7-dihydro-1H-imidazo[4,5-c]pyridin-5(4H)-yl)(5-(1,5-dimethyl-1H-pyrazol-3-yl)-1,3,4-oxadiazol-2-yl)methanone